tert-butyl 4-methyl-6,7-dihydrothiazolo[5,4-c]pyridine-5(4H)-carboxylate CC1N(CCC2=C1SC=N2)C(=O)OC(C)(C)C